N-{[(2R)-5,5-Dimethyloxolan-2-yl]methyl}-2-{[(2S)-1,4-dioxan-2-yl]methyl}-8-(trifluoromethyl)-4,5-dihydro-2H-furo[2,3-g]indazole-7-carboxamide CC1(CC[C@@H](O1)CNC(=O)C1=C(C2=C(CCC3=CN(N=C23)C[C@@H]2OCCOC2)O1)C(F)(F)F)C